N-(2-Amino-4-((4-hydroxybenzyl)amino)phenyl)-2,3-difluorodecanamid NC1=C(C=CC(=C1)NCC1=CC=C(C=C1)O)NC(C(C(CCCCCCC)F)F)=O